5-Cyano-3-methyl-N-(3-(6-methylpyridazin-4-yl)-1H-indazol-5-yl)picolinamide C(#N)C=1C=C(C(=NC1)C(=O)NC=1C=C2C(=NNC2=CC1)C1=CN=NC(=C1)C)C